CN(C(=O)C=1C=C(C=CC1)N1N=C(C2=C1C(COC2)OC2=CC=CC=N2)C(F)(F)F)C=2C=C1C(=NC2)N=C(O1)C 6-[[1-[3-[Methyl-(2-methyloxazolo[4,5-b]pyridin-6-yl)carbamoyl]phenyl]-3-(trifluoromethyl)-6,7-dihydro-4H-pyrano[4,3-c]pyrazol-7-yl]oxy]pyridin